[C@H]1(NCCC2=CC=CC=C12)C(=O)[O-] (R)-1,2,3,4-tetrahydroisoquinoline-1-formate